(6-(4-(2-piperidin-1-ylethoxy)phenyl))-3-pyridin-4-ylpyrazolo(1,5-a)pyrimidine N1(CCCCC1)CCOC1=CC=C(C=C1)C=1C=NC=2N(C1)N=CC2C2=CC=NC=C2